C1(CC1)C=1N=C(C(=NC1CC)C(=O)N)NC1=CC(=NC=C1)CCNC([C@H](C)N(C(\C=C\CN(C)C)=O)C)=O (S,E)-5-cyclopropyl-3-((2-(2-(2-(4-(dimethylamino)-N-methylbut-2-enamido)propanamido)ethyl)pyridin-4-yl)amino)-6-ethylpyrazine-2-carboxamide